NC1=NC=CC=C1C1=NC=2C(=NC(=CC2)N2N=CC=C2)N1C=1C=C2CC[C@@H](C2=CC1)N1C(=NC2=CC(=C(C=C2C1=O)C=O)O)C 3-[(1S)-5-[2-(2-aminopyridin-3-yl)-5-(pyrazol-1-yl)imidazo[4,5-b]pyridin-3-yl]-2,3-dihydro-1H-inden-1-yl]-7-hydroxy-2-methyl-4-oxoquinazoline-6-carbaldehyde